1-(7-(But-3-en-1-yloxy)pyrazolo[1,5-a]pyridin-5-yl)-5-cyclopropyl-N-methoxy-N-methyl-1H-pyrazole-3-carboxamide C(CC=C)OC1=CC(=CC=2N1N=CC2)N2N=C(C=C2C2CC2)C(=O)N(C)OC